Cl[C@@H](CC(=O)O)CCCCC.BrCC(CC1=NC2=CC=CC=C2C=C1)=O Bromoacetonyl-Quinoline (R)-3-chloro-1-n-octanoate